ClC=1C=C(C=CC1)N1N=CC(=C1)\C=C/1\C(N(C(S1)=S)C)=O (5Z)-5-[[1-(3-chlorophenyl)pyrazol-4-yl]methylene]-3-methyl-2-thioxo-thiazolidin-4-one